3-[(2-ethoxycarbonyl-4,7-difluoro-2,3-dihydro-1H-inden-5-yl)oxymethyl]pyrazole-1-carboxylic acid tert-butyl ester C(C)(C)(C)OC(=O)N1N=C(C=C1)COC=1C(=C2CC(CC2=C(C1)F)C(=O)OCC)F